1-allyl-4,5-dioxopyrrolidine-3-carboxylic acid ethyl ester C(C)OC(=O)C1CN(C(C1=O)=O)CC=C